2-[2-(2-methoxyethoxy)ethoxy]p-toluenesulfonic acid COCCOCCOC1=C(C)C=CC(=C1)S(=O)(=O)O